5-(4-(imidazo[1,2-a]pyridin-3-yl)piperidin-1-yl)-2-morpholinobenzo[d]oxazole N=1C=C(N2C1C=CC=C2)C2CCN(CC2)C=2C=CC1=C(N=C(O1)N1CCOCC1)C2